C(C)OC1=NC=CC=C1C=1C=C(C2=C(N1)N(N=C2C(C)C)C)NCC2=NC=CC=C2 6-(2-ethoxy-3-pyridyl)-3-isopropyl-1-methyl-N-(2-pyridylmethyl)pyrazolo[3,4-b]pyridin-4-amine